pentaoxo-1,2-dithia-5,8,11,14,17-pentazacycloicosane O=C1NC(C(NC(C(SSCCCNCCNCCNC1)=O)=O)=O)=O